C(C)(C)OC1=C(C=C(C=C1)C(=O)N1CCC2(CC1)C=1N(CCN2)C(=CC1)C(F)(F)F)C (4-isopropoxy-3-methyl-phenyl)-[6-(trifluoromethyl)spiro[3,4-dihydro-2H-pyrrolo[1,2-a]pyrazine-1,4'-piperidine]-1'-yl]methanone